citronellonitril C(CC(C)CCC=C(C)C)#N